ClC=1C=C(C=CC1)[C@@H]1[C@H](C1)C(=O)NC1=NC=NC(=C1)NCC1=NN2N=C(C=CC2=N1)C1CC1 (1S,2S)-2-(3-chlorophenyl)-N-(6-(((6-cyclopropyl-[1,2,4]triazolo[1,5-b]pyridazin-2-yl)methyl)amino)pyrimidin-4-yl)cyclopropane-1-carboxamide